Heptadecyl ((S)-(((2R,3S,5R)-5-(6-amino-2-fluoro-9H-purin-9-yl)-2-ethynyl-3-hydroxytetrahydrofuran-2-yl) methoxy)(phenoxy)phosphoryl)-L-phenylalaninate NC1=C2N=CN(C2=NC(=N1)F)[C@H]1C[C@@H]([C@@](O1)(C#C)CO[P@](=O)(OC1=CC=CC=C1)N[C@@H](CC1=CC=CC=C1)C(=O)OCCCCCCCCCCCCCCCCC)O